2-([1,1'-biphenyl]-4-ylmethyl)-2-(((2r,3r,4s,5r)-5-(6-amino-2-chloro-9H-purin-9-yl)-4-fluoro-3-hydroxytetrahydrofuran-2-yl)methoxy)-3-ethoxy-3-oxopropanoic acid C1(=CC=C(C=C1)CC(C(=O)O)(C(=O)OCC)OC[C@H]1O[C@H]([C@H]([C@@H]1O)F)N1C2=NC(=NC(=C2N=C1)N)Cl)C1=CC=CC=C1